C(C)(C)(C)C1=CC=C(C=C1)PC1=C(C2=CC=CC=C2C=C1)C1=C(C=CC2=CC=CC=C12)PC1=CC=C(C=C1)C(C)(C)C 2,2'-bis[(4-t-butylphenyl)phosphino]-1,1'-binaphthyl